[N-]=C=O.C(OC1=CC=CC=C1)([O-])=O phenyl carbonate isocyanate